BrN1N2C(C(NC1=O)=O)=NC=C2 bromoimidazo[2,1-f][1,2,4]triazine-2,4(1H,3H)-dione